[1-(5-cyclopropylpyridin-3-yl)-1H-1,2,4-triazol-5-yl]methanaminium chloride [Cl-].C1(CC1)C=1C=C(C=NC1)N1N=CN=C1C[NH3+]